[Na].N1C(=CC=C1)C(=O)NC=1C=C(C(=O)N)C=CC1 3-[(1H-pyrrol-2-ylcarbonyl)amino]Benzamide Sodium